5-(N-(2-(4-(3-bromothiophene-2-carbonyl)piperazin-1-yl)phenyl)-N-(3-chlorophenylethyl)sulfamoyl)-3-methylbenzothiophene-2-carboxylic acid ethyl ester C(C)OC(=O)C=1SC2=C(C1C)C=C(C=C2)S(N(CCC2=CC(=CC=C2)Cl)C2=C(C=CC=C2)N2CCN(CC2)C(=O)C=2SC=CC2Br)(=O)=O